3-(4-bromo-2-methylbenzyl)azetidine hydrochloride Cl.BrC1=CC(=C(CC2CNC2)C=C1)C